Br(=O)(=O)[O-].C(CCC)[NH3+] Butylammonium Bromate